2-chloro-N1-(2-fluoro-6-methylphenyl)-5-methylbenzene-1,3-diamine ClC1=C(C=C(C=C1N)C)NC1=C(C=CC=C1C)F